ClC=1C=C(CNC2=C3C(=NC(=N2)N2CCCC2)N(N=C3)[C@H]3[C@@H]([C@@H]([C@H](O3)COCP(O)(O)=O)O)O)C=CC1 ((((2R,3S,4R,5R)-5-(4-((3-chlorobenzyl)amino)-6-(pyrrolidin-1-yl)-1H-pyrazolo[3,4-d]pyrimidin-1-yl)-3,4-dihydroxytetrahydrofuran-2-yl)methoxy)methyl)phosphonic acid